N-(4-(2-((4-(4-((4-(3-((2,6-dioxopiperidin-3-yl)amino)benzoyl)piperazin-1-yl)methyl)piperidin-1-yl)phenyl)amino)pyrimidin-4-yl)-2-methylbenzyl)-3-isopropoxyazetidine-1-carboxamide O=C1NC(CCC1NC=1C=C(C(=O)N2CCN(CC2)CC2CCN(CC2)C2=CC=C(C=C2)NC2=NC=CC(=N2)C2=CC(=C(CNC(=O)N3CC(C3)OC(C)C)C=C2)C)C=CC1)=O